tert-Butyl 7-[8-(tert-butoxycarbonylamino)-3-[(3,3-difluorocyclobutyl)carbamoylamino]-7-fluoro-6-isoquinolyl]-8-methyl-2,3-dihydropyrido[2,3-b][1,4]oxazine-1-carboxylate C(C)(C)(C)OC(=O)NC=1C(=C(C=C2C=C(N=CC12)NC(NC1CC(C1)(F)F)=O)C1=C(C2=C(OCCN2C(=O)OC(C)(C)C)N=C1)C)F